CC1C(C1)NC(=O)N[C@@H]1C[C@H](C=2C1=CC(=C1C=C(N=CC21)C2CC2)S(NCC(C)C)(=O)=O)NC2=NC1=C(N2)C=CC=C1 |r| 1-(2-Methylcyclopropyl)-3-[trans-(7RS,9RS)-9-(1H-benzimidazol-2-ylamino)-3-cyclopropyl-5-(2-methylpropylsulfamoyl)-8,9-dihydro-7H-cyclopenta[h]isochinolin-7-yl]urea